5-(4-((3-ethyl-2-oxo-4-thioxo-1,2,3,4-tetrahydroquinazolin-7-yl)methyl)-2-oxopiperazin-1-yl)-3-fluoro-N-methylpicolinamide C(C)N1C(NC2=CC(=CC=C2C1=S)CN1CC(N(CC1)C=1C=C(C(=NC1)C(=O)NC)F)=O)=O